CN(C1=C(C=CC=C1C1=CC=CC=C1)C1=CC=CC=C1)C N,N-dimethyl-[1,1':3',1''-terphenyl]-2'-amine